CNC(C1=C(C=CC=C1)NC1=NC(=NC=C1C)NC1=CC(=C(C(=C1)OC)OC)OC)=O n-methyl-2-((5-methyl-2-((3,4,5-trimethoxyphenyl)amino)pyrimidin-4-yl)amino)benzamide